C(C1=CC=CC=C1)N(C(C(F)(F)F)=O)[C@H]1[C@@H]2[C@H](N([C@H]1CO[Si](CC)(CC)CC)C(=O)OC)COC2 Methyl (2R,3S,3aR,6aS)-3-(N-benzyl-2,2,2-trifluoroacetamido)-2-(((triethylsilyl)oxy)methyl)hexahydro-1H-furo[3,4-b]pyrrole-1-carboxylate